C(CCCCCCCC)NCCCCCCCCCCN N-nonyldecane-1,10-diamine